7-chloro-6-nitrofuro[3,2-b]pyridine ClC1=C2C(=NC=C1[N+](=O)[O-])C=CO2